ClC1=C(C(=O)Cl)C=C(C=N1)C=1C=NN(C1)C1=C(C=C(C=C1Cl)C(C(F)(F)F)(C(F)(F)F)F)Cl 2-chloro-5-{1-[2,6-dichloro-4-(perfluoroprop-2-yl)phenyl]-1H-pyrazol-4-yl}nicotinoyl chloride